[4-[(3-methoxypyridin-2-yl)amino]Pyrimidin-2-yl]Sulfur tert-Butyl-(2S,4R)-4-fluoro-2-((2-fluoro-3-methylbut-2-en-1-yl)carbamoyl)pyrrolidine-1-carboxylate C(C)(C)(C)OC(=O)N1[C@@H](C[C@H](C1)F)C(NCC(=C(C)C)F)=O.COC=1C(=NC=CC1)NC1=NC(=NC=C1)[S]